BrC1=CC=C2NC(C(NC2=C1F)=O)C1CC1 7-bromo-3-cyclopropyl-8-fluoro-3,4-dihydro-1H-quinoxalin-2-one